6-(3-((3'-fluoro-5'-methoxy-[1,1'-biphenyl]-4-yl)methyl)thiophene-2-carboxamido)spiro[3.3]heptane-2-carboxylic acid FC=1C=C(C=C(C1)OC)C1=CC=C(C=C1)CC1=C(SC=C1)C(=O)NC1CC2(CC(C2)C(=O)O)C1